N-ethyl-N'-(3-(3-fluoro-5-methylbenzyl)-5-methoxy-2-methylphenyl)-N-methylformimidamide C(C)N(C=NC1=C(C(=CC(=C1)OC)CC1=CC(=CC(=C1)C)F)C)C